(R)-8-bromo-7-fluoro-3-isobutyl-5-isopropyl-2-methyl-2,3,4,5-tetrahydrobenzo[f][1,2,5]thiadiazepine 1,1-dioxide BrC1=CC2=C(N(C[C@H](N(S2(=O)=O)C)CC(C)C)C(C)C)C=C1F